(4-methylbenzyl)-1,2,3,4,5,6,7,8-octahydroisoquinoline CC1=CC=C(CC2NCCC=3CCCCC23)C=C1